C(C)(C)(C)NCC1=CC=CC=C1 tertbutyl-benzylamine